α,β-diphenylethyl mercaptan C1(=CC=CC=C1)C(CC1=CC=CC=C1)S